C1=CC=C(C(=C1)OCC(=O)O)OCC(=O)O catechol-O,O-diacetic acid